BrC=1C=CC(=C(C=O)C1)OCC1=CC=C(C=C1)C(F)(F)F 5-bromo-2-((4-(trifluoromethyl)benzyl)oxy)benzaldehyde